O=C(CCC=1N=C(N(C1)C1=CC=NC=C1)NC(C1=CC(=CC=C1)C=1C=NNC1)=O)NC1=CC=CC=C1 N-(4-(3-oxo-3-(phenylamino)propyl)-1-(pyridin-4-yl)-1H-imidazol-2-yl)-3-(1H-pyrazol-4-yl)benzamide